CN1C(=NC(=C1)C(F)(F)F)C1=CC=C(C=C1)C1(CC1)N 1-[4-[1-methyl-4-(trifluoromethyl)imidazol-2-yl]phenyl]cyclopropylamine